N-((4R,5S,7R,8R,9S,10R)-8,10-dihydroxy-7-(hydroxymethyl)-9-(4-(3,4,5-trifluorophenyl)-1H-1,2,3-triazol-1-yl)-1,6-dioxaspiro[4.5]decan-4-yl)-[1,1'-biphenyl]-4-carboxamide O[C@H]1[C@H](O[C@@]2([C@@H](CCO2)NC(=O)C2=CC=C(C=C2)C2=CC=CC=C2)[C@@H]([C@H]1N1N=NC(=C1)C1=CC(=C(C(=C1)F)F)F)O)CO